1-(5-(7-(4-cyanophenyl)-5,6,7,8-tetrahydro-[1,2,4]triazolo[4,3-a]pyridin-3-yl)-2-methylphenyl)-3-(2-methoxyethyl)urea C(#N)C1=CC=C(C=C1)C1CC=2N(CC1)C(=NN2)C=2C=CC(=C(C2)NC(=O)NCCOC)C